S1C=NC=2C=NC(=CC21)C=O (thiazolo[4,5-c]pyridin-6-yl)methanone